C(C)OC=1C(=C(C=C(C1C)OC)B1OC(C(O1)(C)C)(C)C)F 2-(3-ethoxy-2-fluoro-5-methoxy-4-methylphenyl)-4,4,5,5-tetramethyl-1,3,2-dioxaborolane